trans-4-((4-(2-Cyclopropyloxazol-4-yl)-pyridine-2-yl)((trans-4-(5-methoxy-6-methylpyridin-2-yl)-cyclohexyl)methyl)-carbamoyl)cyclohexyl 3-(tert-butyl)azetidine-1-carboxylate C(C)(C)(C)C1CN(C1)C(=O)O[C@@H]1CC[C@H](CC1)C(N(C[C@@H]1CC[C@H](CC1)C1=NC(=C(C=C1)OC)C)C1=NC=CC(=C1)C=1N=C(OC1)C1CC1)=O